FC=1C=C(C=C(C1[C@H]1N([C@@H](CC2=C1NC1=CC=CC=C21)C)CC(C)(C)F)F)/C=C/C(=O)O (E)-3-[3,5-Difluoro-4-[(1R,3R)-2-(2-fluoro-2-methylpropyl)-3-methyl-1,3,4,9-tetrahydropyrido[3,4-b]indol-1-yl]phenyl]prop-2-enoic acid